4-methyl-3-[4-[7-[1-[2-(methylamino)ethyl]pyrazol-4-yl]-1,5-naphthyridin-2-yl]-1H-pyrazol-3-yl]phenol CC1=C(C=C(C=C1)O)C1=NNC=C1C1=NC2=CC(=CN=C2C=C1)C=1C=NN(C1)CCNC